Methyl [(6S)-4-(4'-{[(1R)-1-(4-bromophenyl)ethyl]carbamoyl}[1,1'-biphenyl]-4-yl)-2,3,9-trimethyl-6H-thieno[3,2-f][1,2,4]triazolo[4,3-a][1,4]diazepin-6-yl]acetate BrC1=CC=C(C=C1)[C@@H](C)NC(=O)C1=CC=C(C=C1)C1=CC=C(C=C1)C1=N[C@H](C=2N(C3=C1C(=C(S3)C)C)C(=NN2)C)CC(=O)OC